N'-(6-fluoro-3,3,8-trimethyl-3,4-dihydroquinoxalin-2(1H)-ylidene)acethydrazide FC=1C=C2NC(C(NC2=C(C1)C)=NNC(C)=O)(C)C